2-chloro-N-(2,2,2-trifluoroethyl)-Benzamide ClC1=C(C(=O)NCC(F)(F)F)C=CC=C1